tert-butyl-4-[1-[1-[(4-methoxyphenyl)methyl]-2,6-dioxo-3-piperidyl]-3-methyl-2-oxo-benzimidazol-4-yl]-2,2-dimethyl-piperazine-1-carboxylate C(C)(C)(C)OC(=O)N1C(CN(CC1)C1=CC=CC=2N(C(N(C21)C)=O)C2C(N(C(CC2)=O)CC2=CC=C(C=C2)OC)=O)(C)C